2-(2,2-difluoro-1-methylcyclopropyl)sulfonyl-7-fluoro-5-phenyl-6,7-dihydro-5H-pyrrolo[1,2-b][1,2,4]triazole FC1(C(C1)(C)S(=O)(=O)C=1N=C2N(N1)C(CC2F)C2=CC=CC=C2)F